B1(OC(C(O1)(C)C)(C)C)C2=CN(N=C2)C3CCC(CC3)O[Si](C)(C)C(C)(C)C 1-((1r,4r)-4-((tert-butyldimethylsilyl)oxy)cyclohexyl)-4-(4,4,5,5-tetramethyl-1,3,2-dioxaborolan-2-yl)-1H-pyrazole